(4-chloro-6,7-dihydro-5H-cyclopenta[d]pyridazin-1-yl)(pyridin-3-yl)methanone ClC=1C2=C(C(=NN1)C(=O)C=1C=NC=CC1)CCC2